C(C1=CC=CC=C1)OC(C(C(F)(F)F)(COCCCO[Si](C1=CC=CC=C1)(C1=CC=CC=C1)C(C)(C)C)OCC1=CC=CC=C1)=O.CC1C(C(CC1)=CC1=CC=C(C=C1)Cl)=O 2-methyl-5-(4-chlorophenyl-methylene)cyclopentanone benzyl-2-benzyloxy-2-[3-[tert-butyl(diphenyl)silyl]oxypropoxymethyl]-3,3,3-trifluoro-propanoate